ClC1=CC=C(C=N1)NC1=NC=CC2=CC(=CC=C12)OCC1(CC1)OC N-(6-chloropyridin-3-yl)-6-((1-methoxycyclopropyl)methoxy)isoquinolin-1-amine